(2S,4R)-4-((((E)-6-ethoxy-6-oxohex-2-en-1-yl)oxy)methyl)-4-fluoropyrrolidine-2-carboxylic acid benzyl ester hydrochloride Cl.C(C1=CC=CC=C1)OC(=O)[C@H]1NC[C@@](C1)(F)COC\C=C\CCC(=O)OCC